BrC1=CC=C(S1)S(=O)(=O)NC(=O)C1=NOC(C1)(C1=CC=CC=C1)C1=CC=CC=C1 N-((5-bromothiophene-2-yl)sulfonyl)-5,5-diphenyl-4,5-dihydroisoxazole-3-carboxamide